OC=1C(=C(C(=O)N)C=CC1)C HYDROXY-2-METHYL-BENZAMIDE